N1CC(C1)C1=NOC=C1Br 3-(azetidin-3-yl)-4-bromoisoxazole